1-((tetrahydro-2H-pyran-4-yl)methyl)-1H-benzo[d]imidazol-2(3H)-one O1CCC(CC1)CN1C(NC2=C1C=CC=C2)=O